2-[3-(4-chloro-3-fluorophenyl)-1-ethyl-1H-1,2,4-triazol-5-yl]-N-[(1S)-2,3-dihydro-1H-inden-1-yl]acetamide ClC1=C(C=C(C=C1)C1=NN(C(=N1)CC(=O)N[C@H]1CCC2=CC=CC=C12)CC)F